(E)-1-bromo-2-butyl-4-methoxy-5-(2-nitroprop-1-en-1-yl)benzene BrC1=C(C=C(C(=C1)\C=C(/C)\[N+](=O)[O-])OC)CCCC